CC1(C(=[N+](C2=CC=CC=C12)CCCCS(=O)(=O)O)/C=C/C=C/C=C/1\N(C2=CC=CC=C2C1(C)C)CCCCS(=O)(=O)O)C 4-[(2Z)-2-[(2E,4E)-5-[3,3-dimethyl-1-(4-sulfobutyl)indol-1-ium-2-yl]penta-2,4-dienylidene]-3,3-dimethylindol-1-yl]butane-1-sulfonic acid